ClC1=C(C=C(C=C1)N1C(C2(C3=NC(=CC=C31)C(=O)N3C(C(NCC3)=O)(C)C)CCCC2)=O)F (4-chloro-3-fluorophenyl)-5'-(2,2-dimethyl-3-oxopiperazine-1-carbonyl)spiro[cyclopentane-1,3'-pyrrolo[3,2-b]pyridin]-2'(1'H)-one